C1(CC1)C1=C(C(=NO1)C1=C(C=CC=C1Cl)Cl)CO[C@H]1[C@@H]2CN([C@H](C1)C2)C2=CC=C(C=C2)CN2CC(C2)C(=O)O 1-({4-[(1S,4S,5R)-5-{[5-cyclopropyl-3-(2,6-dichlorophenyl)-1,2-oxazol-4-yl]methoxy}-2-azabicyclo[2.2.1]heptan-2-yl]phenyl}methyl)azetidine-3-carboxylic acid